NC1=C(C(=O)NC(C)C)C=C(C=N1)C1=C(C=C(C=C1)NC(CC1=C(C=CC=C1)C(F)(F)F)=O)C 2-amino-N-isopropyl-5-(2-methyl-4-(2-(2-(trifluoromethyl)phenyl)acetamido)phenyl)nicotinamide